FC=1C=C2C=C(NC2=CC1)C(=O)N1C[C@H](CC1)C(=O)NC1=CC(=C(C(=C1)F)F)F (S)-1-(5-fluoro-1H-indole-2-carbonyl)-N-(3,4,5-trifluorophenyl)pyrrolidine-3-carboxamide